N'-benzyl-N'-[[2-(trifluoromethyl)phenyl]methyl]oxamide C(C1=CC=CC=C1)N(C(C(N)=O)=O)CC1=C(C=CC=C1)C(F)(F)F